F[C@@H](C)[C@@H]1N(C(OC1)=O)C1=NC(=NC=C1)F (R)-4-((S)-1-fluoroethyl)-3-(2-fluoropyrimidin-4-yl)-oxazolidin-2-one